3-(4-(3,4-difluoro-2-(trifluoromethyl)phenyl)piperidine-1-carbonyl)-1,4,6,7-tetrahydro-5H-pyrazolo[4,3-c]pyridine-5-carboxylic acid tert-butyl ester C(C)(C)(C)OC(=O)N1CC2=C(CC1)NN=C2C(=O)N2CCC(CC2)C2=C(C(=C(C=C2)F)F)C(F)(F)F